FC(OC1=CC=C(C=N1)CC1CC2(CN(C2)C=O)C1)(F)F [6-[[6-(trifluoromethoxy)-3-pyridinyl]methyl]-2-azaspiro[3.3]heptan-2-yl]methanone